(2R,3R,4S,5R)-2-(6-chloro-4-(((R)-6-fluoro-2,3-dihydro-1H-inden-1-yl)amino)-1H-pyrazolo[3,4-b]pyridin-1-yl)-5-(hydroxymethyl)tetrahydrofuran-3,4-diol ClC1=CC(=C2C(=N1)N(N=C2)[C@@H]2O[C@@H]([C@H]([C@H]2O)O)CO)N[C@@H]2CCC1=CC=C(C=C21)F